N1N=NN=C1C1=C(C=CC=C1)C1=CC2=C(OCCCC2C2=CC=CC=C2)C(=C1)NC(=O)NC1=NC=C(C=C1)C 1-(7-(2-(1H-tetrazol-5-yl)phenyl)-5-phenyl-2,3,4,5-tetrahydrobenzo[b]oxepin-9-yl)-3-(5-methylpyridin-2-yl)urea